1,3,5,7-tetra(4-formylphenyl)adamantane C(=O)C1=CC=C(C=C1)C12CC3(CC(CC(C1)(C3)C3=CC=C(C=C3)C=O)(C2)C2=CC=C(C=C2)C=O)C2=CC=C(C=C2)C=O